N,N,N-trimethylbenzyl-ammonium triflate [O-]S(=O)(=O)C(F)(F)F.C[N+](C)(C)CC1=CC=CC=C1